ClC1=C(C=CC=C1)C1C(CN(CC1)C(=O)OC(C)(C)C)C(=O)OCC 1-tert-Butyl 3-ethyl 4-(2-chlorophenyl)piperidine-1,3-dicarboxylate